CC1=C(N=C(O1)C1=CC=C(C=C1)N1CCOCC1)CN1CCC2(CC1)C=CC1=CC=CC=C12 4-(4-(5-methyl-4-(spiro[indene-1,4'-piperidin]-1'-ylmethyl)oxazol-2-yl)phenyl)morpholine